CC1=C(C(=C(C(=C1CCCCC)C)O)[C@H]1[C@@H](CCC(=C1)C)C(=C)C)O (1'R,2'R)-3,5,5'-trimethyl-4-pentyl-2'-(prop-1-en-2-yl)-1',2',3',4'-tetrahydro-[1,1'-biphenyl]-2,6-diol